C(C)C=1C=2N(C=C(N1)C)N=C(C2)C=2N=C1N(C(C2)=O)C=C(C=C1C)C1CCN(CC1)CCO 2-(4-ethyl-6-methylpyrazolo[1,5-a]pyrazin-2-yl)-7-[1-(2-hydroxyethyl)piperidin-4-yl]-9-methyl-4H-pyrido[1,2-a]pyrimidin-4-one